COC1=CC2=C([Se]C(=C2)C(CC(C(=O)[O-])CC)=O)C=C1OC 4-(5,6-Dimethoxybenzo[b]selenophen-2-yl)-2-ethyl-4-oxobutanoate